ClC1=C(C=CC=C1)NC(=O)CC(=O)O 2-[(2-chlorophenyl)carbamoyl]Acetic acid